ClC=1C(N(C(=CC1OC([2H])([2H])C1=C(C=C(C=C1)F)F)C)C1=CC(=NC=C1C)N1C(C(=CC=C1)C(C)(C)O)=O)=O (R)-3''-chloro-4''-((2,4-difluorophenyl)methoxy-d2)-3-(2-hydroxypropan-2-yl)-5',6''-dimethyl-2H,2''H-[1,2':4',1''-terpyridin]-2,2''-dione